FC1=NNC2=CC=C(C=C12)C#CC1=NC(=NC=C1)C1=NC(=NC=C1)NCC(=O)N(C)C 2-((4-((3-Fluoro-1H-indazol-5-yl)ethynyl)-[2,4'-bipyrimidin]-2'-yl)amino)-N,N-dimethylacetamide